N1(C=NC=C1)C=1N=C(N2C1C=NC=C2)C(=O)NC2CCC(CC2)NCC(F)(F)F 1-(1H-imidazol-1-yl)-N-((1r,4r)-4-((2,2,2-trifluoroethyl)amino)cyclohexyl)imidazo[1,5-a]pyrazine-3-carboxamide